7-(8-chloronaphthalen-1-yl)-2-((2-fluorotetrahydro-1H-pyrrolizin-7a(5H)-yl)methoxy)-4-((1R,5R,6R)-6-methoxy-3,8-diazabicyclo[3.2.1]octan-3-yl)-5,6,7,8-tetrahydropyrido[3,4-d]pyrimidine ClC=1C=CC=C2C=CC=C(C12)N1CC=2N=C(N=C(C2CC1)N1C[C@H]2C[C@H]([C@@H](C1)N2)OC)OCC21CCCN1CC(C2)F